C(C)(=O)OC[C@@H]1O[C@@H]([C@H]([C@H]1CC(=O)O)CC(=O)O)CC=C.C(#N)C1=CC=C(C=C1)[C@H]1N(CC[C@H](C1)C)C(=O)NC\C=C\S(=O)(=O)C |&1:29,33| rac-(2s,4r)-2-(4-cyanophenyl)-4-methyl-N-((E)-3-(methylsulfonyl)allyl)piperidine-1-carboxamide (2R,3R,4S,5R)-2-(acetoxymethyl)-5-allyltetrahydrofuran-3,4-diyl-diacetate